FC(C1=CC=C(C=C1)C=1NC2=C(C(NC=3C=CC=CC23)=O)C1)(F)F 2-(4-(trifluoromethyl)phenyl)Azolo[4,5-c]Quinoline-4(5H)-one